C(CCC)[C@]1(N=C(OC1)C1=NC=C(C=C1F)F)C (R)-4-butyl-2-(3,5-difluoropyridin-2-yl)-4-methyl-4,5-dihydrooxazole